C1(CCCCC1)C[C@@H](C(=O)OC)NC(=O)C1=CN=C(O1)C1=CC(=CC=C1)C1=NN=C(N1)C(N[C@@H](C)C1CC1)=O (S)-Methyl 3-Cyclohexyl-2-(2-(3-(5-(((S)-1-Cyclopropylethyl)Carbamoyl)-4H-1,2,4-Triazol-3-Yl)Phenyl)Oxazole-5-Carboxamido)Propanoate